N-[(6-Amino-2-pyridyl)sulfonyl]-6-[2-(2-ethoxyethoxy)-6-methyl-4-pyridyl]-2-[(4S)-2,2,4-trimethylpyrrolidin-1-yl]pyridin-3-carboxamid NC1=CC=CC(=N1)S(=O)(=O)NC(=O)C=1C(=NC(=CC1)C1=CC(=NC(=C1)C)OCCOCC)N1C(C[C@@H](C1)C)(C)C